CN(C)C=NC(C1=CC(=C(C=C1)C)[N+](=O)[O-])=O N-(dimethylaminomethylene)-4-methyl-3-nitro-benzamide